OC1=C(O)C=CC(=C1)C(C)(C)C1=CC=C(C=C1)O hydroxy-bisphenol-a